(1-(but-3-en-1-yl)-1H-pyrrol-3-yl)(phenyl)methanone C(CC=C)N1C=C(C=C1)C(=O)C1=CC=CC=C1